N-((S)-1-hydroxypropan-2-yl)pyrazine-2-carboxamide OC[C@H](C)NC(=O)C1=NC=CN=C1